C(C)(C)(C)OC(=O)N1[C@@H](C=2C=CC=[N+](C2CC1)[O-])C (R)-6-(tert-butoxycarbonyl)-5-methyl-5,6,7,8-tetrahydro-1,6-naphthyridine 1-oxide